C(C1=CC=CC=C1)OC(N[C@@H](CNC([C@@H](C(CO)(C)C)O)=O)C)=O [(R)-2-((R)-2,4-Dihydroxy-3,3-dimethyl-butyrylamino)-1-methyl-ethyl]-carbamic acid benzyl ester